3,5-dioxo-4-phenyl-2,3,4,5-tetrahydro-1,2,4-triazine-6-carboxylic acid ethyl ester C(C)OC(=O)C=1C(N(C(NN1)=O)C1=CC=CC=C1)=O